4-thio-uracil N1C(=O)NC(=S)C=C1